C(C1=CC=CC=C1)(C1=CC=CC=C1)N1CCC(CC1)N1CCC=2C=C(C=NC2C1)F 7-(1-benzhydryl-piperidin-4-yl)-3-fluoro-5,6,7,8-tetrahydro-1,7-naphthyridine